(2r,3r,4r,5r)-5-(2-amino-6-chloro-9H-purin-9-yl)-2-(hydroxymethyl)-4-fluoro-4-methyl-tetrahydrofuran-3-ol NC1=NC(=C2N=CN(C2=N1)[C@H]1[C@]([C@@H]([C@H](O1)CO)O)(C)F)Cl